2-{[7-(5-methyl-1,2,4-oxadiazol-3-yl)isoquinolin-1-yl]amino}acetaldehyde CC1=NC(=NO1)C1=CC=C2C=CN=C(C2=C1)NCC=O